tert-butyl (2S)-2-[(1R)-1-[7-(1-tert-butylpyrazol-4-yl)quinolin-5-yl]oxyethyl]morpholine-4-carboxylate C(C)(C)(C)N1N=CC(=C1)C1=CC(=C2C=CC=NC2=C1)O[C@H](C)[C@@H]1CN(CCO1)C(=O)OC(C)(C)C